C(C)N1N=C2N=C(C=NC2=C1)N[C@@H](C)C=1C=C(C=CC1)NC(C1=CN=C(C=C1)N1CCOCC1)=O (S)-N-(3-(1-((2-ethyl-2H-pyrazolo[3,4-b]pyrazin-6-yl)amino)ethyl)phenyl)-6-morpholinonicotinamide